ClC1=C(C(=O)N2C[C@H]3CO[C@@H](CN3CC2)C=2C=C(C(=C(C#N)C2)F)Cl)C=CC=C1OC 5-[(3R,9aS)-8-(2-chloro-3-methoxy-benzoyl)-3,4,6,7,9,9a-hexahydro-1H-pyrazino[2,1-c][1,4]oxazin-3-yl]-3-chloro-2-fluoro-benzonitrile